1-[2-fluoro-4-(4,4,5,5-tetramethyl-1,3,2-dioxaborolan-2-yl)phenyl]-N-methyl-methanamine FC1=C(C=CC(=C1)B1OC(C(O1)(C)C)(C)C)CNC